5,6,7-trifluoro-2-(tetrahydropyran-4-ylsulfanylmethyl)-3-(2-trimethylsilylethoxy-methyl)quinazolin-4-one FC1=C2C(N(C(=NC2=CC(=C1F)F)CSC1CCOCC1)COCC[Si](C)(C)C)=O